(3R)-3-(tert-butoxycarbonylamino)-8-methyl-4-oxo-3,5-dihydro-2H-1,5-benzothiazepine C(C)(C)(C)OC(=O)N[C@H]1CSC2=C(NC1=O)C=CC(=C2)C